tert-Butyl 3-(7-methyl-2-[(7-methyl-[1,2,4]triazolo[1,5-a]pyridin-6-yl)amino]-8-oxo-8,9-dihydro-7H-purin-9-yl)adamantane-1-carboxylate CN1C(N(C2=NC(=NC=C12)NC=1C(=CC=2N(C1)N=CN2)C)C21CC3(CC(CC(C2)C3)C1)C(=O)OC(C)(C)C)=O